ClCC(=O)NC=1SC2=C(N1)C=CC(=C2)F 2-chloro-N-(6-fluorobenzothiazol-2-yl)acetamide